3-methoxy-2-morpholinyl-aniline COC=1C(=C(N)C=CC1)N1CCOCC1